C(C)(=O)NCCOC1=C(C=C(C=C1)CC)S(=O)(=O)NC1=NOC2=C1C(=CC(=C2)CN2N=CC(=C2)CNC(C(=C)F)=O)OC N-((1-((3-((2-(2-acetamidoethoxy)-5-ethylphenyl)sulfonamido)-4-methoxybenzo[d]isoxazol-6-yl)methyl)-1H-pyrazol-4-yl)methyl)-2-fluoroacrylamide